(R)-3-hydroxy-1-(2-hydroxy-2-(p-tolyl)ethyl)-2-methylpyridin-4(1H)-one OC1=C(N(C=CC1=O)C[C@@H](C1=CC=C(C=C1)C)O)C